1-(benzyloxy)-19-((triisopropylsilyl)oxy)nonadecan-9-one C(C1=CC=CC=C1)OCCCCCCCCC(CCCCCCCCCCO[Si](C(C)C)(C(C)C)C(C)C)=O